ClC1=CC=C2C(=N1)N=C(O2)N2CCN(CC2)C(=O)C2=CC=C(C=C2)C#C [4-(5-chlorooxazolo[4,5-b]pyridin-2-yl)piperazin-1-yl]-(4-ethynylphenyl)methanone